(3R,4S)-1-((cis)-4-(4-amino-5-(4-phenoxyphenyl)-7H-pyrrolo[2,3-d]pyrimidin-7-yl)cyclohexyl)-4-(dimethylamino)pyrrolidin-3-ol NC=1C2=C(N=CN1)N(C=C2C2=CC=C(C=C2)OC2=CC=CC=C2)[C@H]2CC[C@H](CC2)N2C[C@H]([C@H](C2)N(C)C)O